NC=1N=CC(=NC1)C1=CCN(CC1)C(=O)OC(C)(C)C tert-butyl 4-(5-aminopyrazin-2-yl)-5,6-dihydropyridine-1(2H)-carboxylate